FC1=C(OC2=CC=C(C=C2)C=2N=C(N3C2C(=NC=C3)O)[C@H]3N(CCC3)C(C=C)=O)C=CC=C1OC (S)-1-(2-(1-(4-(2-fluoro-3-methoxyphenoxy)phenyl)-8-hydroxyimidazo[1,5-a]pyrazin-3-yl)pyrrolidin-1-yl)prop-2-en-1-one